BrC1=C(C=C(C=2N=COC21)C2=CC=C(C=C2)OC(F)(F)F)N 7-bromo-4-(4-(trifluoromethoxy)phenyl)benzo[d]oxazol-6-amine